tert-Butyl N-(5-hydroxy-1H-indol-3-yl)carbamate OC=1C=C2C(=CNC2=CC1)NC(OC(C)(C)C)=O